FC1=CC=C(C=C1)C1=NN2C(COCC2)=C1C1=CC=NC=C1 2-(4-fluorophenyl)-3-(pyridin-4-yl)-6,7-dihydro-4H-pyrazolo[5,1-c][1,4]oxazine